4-(4,4,5,5-tetraethyl-1,3,2-dioxaborolan-2-yl)-5,6-dihydro-2H-pyran-2-one C(C)C1(OB(OC1(CC)CC)C1=CC(OCC1)=O)CC